(1S,9S,10S)-4-(1,1-dideuterio-2,2-difluoro-ethoxy)-17-(2-methoxyethyl)-17-azatetracyclo[7.5.3.01,10.02,7]-heptadeca-2,4,6-triene [2H]C(C(F)F)(OC=1C=C2[C@@]34[C@@H]([C@H](CC2=CC1)N(CC4)CCOC)CCCC3)[2H]